OC(C(=O)N1C=NC=C1)CC(C)C hydroxy-1-imidazol-1-yl-4-methyl-pentan-1-one